C(C1=CC(O)=C(O)C(O)=C1)(=O)C(=O)[C@](O)([C@@](O)([C@H](O)[C@H](O)COC(C1=CC(O)=C(O)C(O)=C1)=O)C(C1=CC(O)=C(O)C(O)=C1)=O)C(C1=CC(O)=C(O)C(O)=C1)=O 1,2,3,6-O-tetragalloyl-glucose